3-O-{2-O-[6-O-(p-hydroxy-anti-coumaroyl)-glucosyl]-rhamnosyl}kaempferol OC1(CC=C(/C=C/C(=O)OC[C@@H]2[C@H]([C@@H]([C@H](C(O2)O[C@H]2C(O[C@H]([C@@H]([C@H]2O)O)C)OC2=C(OC=3C=C(C=C(C3C2=O)O)O)C2=CC=C(O)C=C2)O)O)O)C=C1)O